C(C=C)N(C(C1=CC=CC=C1)=O)CC=C N,N-diallylbenzamide